CSC(=N)N.CSC(=N)N.OS(=O)(=O)O (s)-Methylisothiourea sulfate